5-fluoro-6-bromo-3-(dicyanomethylene)indolone FC=1C=C2C(C(NC2=CC1Br)=O)=C(C#N)C#N